CC1([C@H]([C@@H](CCC1)C)C(=O)NCC(C1=CC=CC=C1)=O)C (1S,6R)-2,2,6-trimethyl-N-(2-oxo-2-phenylethyl)cyclohexane-1-carboxamide